CC=1C=C(C(=S)NC=2C=C3C(=CNC3=CC2)C=2CCN(CC2)C(C)C)C=CC1 5-(3-methylthiobenzoyl)amino-3-(1-isopropyl-1,2,3,6-tetrahydropyridin-4-yl)-1H-indole